1-[2,4-bis(trifluoromethyl)phenyl]-N-{(3R)-1-[2-(difluoromethoxy)ethyl]piperidin-3-yl}pyrrolo[1,2-d][1,2,4]triazin-4-amine FC(C1=C(C=CC(=C1)C(F)(F)F)C=1C=2N(C(=NN1)N[C@H]1CN(CCC1)CCOC(F)F)C=CC2)(F)F